(S)-1-(octadecyloxy)-3-phenoxypropan-2-ol C(CCCCCCCCCCCCCCCCC)OC[C@@H](COC1=CC=CC=C1)O